[4-Fluoro-3-(7-morpholin-4-yl-quinazolin-4-yl)-phenyl]furo[2,3-c]-pyridin-7-ylmethanol FC1=C(C=C(C=C1)C(O)C=1N=CC=C2C1OC=C2)C2=NC=NC1=CC(=CC=C21)N2CCOCC2